FC1([C@@H](CNC[C@@H]1C)N1C(C2=CC=CC=C2C1=O)=O)F 2-((3R,5S)-4,4-difluoro-5-methylpiperidin-3-yl)isoindoline-1,3-dione